C(C)C1C2C3C2CC1C3 3-ethyl-tricyclo[2.2.1.02,6]heptane